C12CN(CC(CC1)N2)C2=NC(=NC1=C(C(=C(C=C21)C(F)(F)F)C2=CC=C(C=1SC(=C(C12)C#N)N)F)F)OCC1(CCOCC1)OC (4-(3,8-diazabicyclo[3.2.1]oct-3-yl)-8-fluoro-2-((4-methoxytetrahydro-2H-pyran-4-yl)methoxy)-6-(trifluoromethyl)quinazolin-7-yl)-2-amino-7-fluorobenzo[b]thiophene-3-carbonitrile